CN1N=C(C=CC1=O)C=1C(=NC=CN1)C(C)N1C(C2=CC=CC=C2C1=O)=O 2-[1-[3-(1-methyl-6-oxo-pyridazin-3-yl)pyrazin-2-yl]ethyl]isoindoline-1,3-dione